N1CC[C@@H]2[C@H]1CN(CC2)C(=O)OC(C)(C)C tert-butyl cis-1,2,3,3a,4,5,7,7a-octahydropyrrolo[2,3-c]pyridine-6-carboxylate